C1(=CC=CC=C1)C=1C(C1C1=CC=CC=C1)=O 2,3-diphenylcyclopropan-2-en-1-one